1,3-dimethyltriazole iodide [I-].CN1NN(C=C1)C